3-[[(2R)-4-[3-fluoro-5-isobutyl-2-(2H-tetrazol-5-yl)phenyl]-2-meth-yl-piperazin-1-yl]-methyl]pyridazine FC=1C(=C(C=C(C1)CC(C)C)N1C[C@H](N(CC1)CC=1N=NC=CC1)C)C=1N=NNN1